The molecule is a hydroxy monocarboxylic acid anion that is the conjugate base of mevalonic acid, arising from deprotonation of the carboxy group. It derives from a valerate. It is a conjugate base of a mevalonic acid. CC(CCO)(CC(=O)[O-])O